2-(4-(4-((1H-1,2,4-triazol-3-yl)methoxy)-3-fluoro-5-methoxyphenyl)-6-fluoro-3-methyl-2-oxo-2,3-dihydro-1H-benzo[d]imidazol-1-yl)-N-(4-chlorophenyl)-N-methylacetamide hydrochloride Cl.N1N=C(N=C1)COC1=C(C=C(C=C1OC)C1=CC(=CC=2N(C(N(C21)C)=O)CC(=O)N(C)C2=CC=C(C=C2)Cl)F)F